(4S)-3-{[2-(2,6-difluoro-4-methylphenoxy)pyrimidin-5-yl]methyl}-4-methyl-1,3-oxazolidin-2-one FC1=C(OC2=NC=C(C=N2)CN2C(OC[C@@H]2C)=O)C(=CC(=C1)C)F